C(C)P1(C(C(C1(C)C)C)(C)C)=O 1-ethyl-2,2,3,4,4-pentamethylphosphetane-1-oxide